C1(=CC(=CC(=C1)OC1=C(C(=C(C#N)C(=C1F)F)F)F)OC1=C(C(=C(C#N)C(=C1F)F)F)F)OC1=C(C(=C(C#N)C(=C1F)F)F)F 4,4',4''-(benzene-1,3,5-triyltris(oxy))tris(2,3,5,6-tetrafluorobenzonitrile)